2-[4-(5-bromo-6-methylpyridin-2-yl)-1-methyl-1H-1,2,3-triazol-5-yl]acetic acid BrC=1C=CC(=NC1C)C=1N=NN(C1CC(=O)O)C